ClC1=CC=C(C=C1)C1=CC(N(C=C1C=1C=NN(C1)CC1CC1)C)=O 4-(4-Chloro-phenyl)-5-(1-cyclopropylmethyl-1H-pyrazol-4-yl)-1-methyl-1H-pyridin-2-one